COC(C1=C(C(=CC=C1)[N+](=O)[O-])C1=NC(=NC=C1)NC1=CC=C(C=C1)C(F)(F)F)=O 3-Nitro-2-(2-((4-(trifluoromethyl)phenyl)amino)pyrimidin-4-yl)benzoic acid methyl ester